COC(=O)C1CN(C1)CC1=C(C2=CC=C(C=C2CC1)O)C 1-((6-hydroxy-1-methyl-3,4-dihydronaphthalen-2-yl)methyl)azetidine-3-carboxylic acid methyl ester